C(C)(C)(C)OC(=O)N1CCN(CC1)C1=CC=C(C=2C=CN=NC12)C(=O)O 8-[4-(tert-butoxycarbonyl)piperazin-1-yl]cinnoline-5-carboxylic acid